ClC1=C(C=C(CN2C(C(=CC=C2)B(O)O)=O)C=C1)F 1-(4-chloro-3-fluorobenzyl)-2-oxo-1,2-dihydropyridinylboronic acid